ClC1=CN=C(C2=CC=C(C=C12)NCC=1C=NC(=CC1)OCC1CC=2N(CC1)C=CN2)N 4-chloro-N6-[[6-(5,6,7,8-tetrahydroimidazo[1,2-a]pyridin-7-ylmethoxy)-3-pyridinyl]methyl]isoquinoline-1,6-diamine